N-chloromethylphthalimide ClCN1C(C=2C(C1=O)=CC=CC2)=O